CC=1N(C(=CC1)C)C1=NN2C(C(NCC2)C)=C1 2-(2,5-Dimethyl-1H-pyrrol-1-yl)-4-methyl-4,5,6,7-tetrahydropyrazolo[1,5-a]pyrazine